6,7-difluoro-8-hydroxy-4-oxo-1,4-dihydroquinoline-3-carboxylic acid FC=1C=C2C(C(=CNC2=C(C1F)O)C(=O)O)=O